OC1(CN(C(COC1)C)C(=O)OC(C)(C)C)C tert-butyl 6-hydroxy-3,6-dimethyl-1,4-oxazepane-4-carboxylate